N1N=CC(=C1)C1CN(CCO1)C1=NSC(=N1)C1=CN=C2N1C=C(C=C2)C(F)(F)F 2-(1H-pyrazol-4-yl)-4-(5-(6-(trifluoromethyl)imidazo[1,2-a]pyridin-3-yl)-1,2,4-thiadiazol-3-yl)morpholine